NC1=C(N=C2C(=N1)NC=C2)C(=O)NCC2=[N+](C1=C(N2CC)C=C(C=C1)CCCNC(=O)OC(C)(C)C)CC 2-[({3-amino-5H-pyrrolo[2,3-b]pyrazin-2-yl}formamido)methyl]-6-(3-{[(tert-butoxy)carbonyl]amino}propyl)-1,3-diethyl-1H-1,3-benzodiazol-3-ium